N-[2-amino-5-(4-fluorophenyl)phenyl]-4-[(4-cyclopropyl-3-pyridinyl)sulfonyl]benzamide NC1=C(C=C(C=C1)C1=CC=C(C=C1)F)NC(C1=CC=C(C=C1)S(=O)(=O)C=1C=NC=CC1C1CC1)=O